(S)-5-(2-amino-2-carboxyethyl)pyrimidine-2-carboxylic acid N[C@@H](CC=1C=NC(=NC1)C(=O)O)C(=O)O